4-[(1S,4S,5R)-5-[[5-cyclopropyl-3-(2,6-dichlorophenyl)-1,2-oxazol-4-yl]methoxy]-2-azabicyclo[2.2.1]heptan-2-yl]-3-fluorobenzonitrile C1(CC1)C1=C(C(=NO1)C1=C(C=CC=C1Cl)Cl)CO[C@H]1[C@@H]2CN([C@H](C1)C2)C2=C(C=C(C#N)C=C2)F